(2R,5S)-tert-butyl 5-(((tert-butyldiphenylsilyl)oxy)methyl)-2-(8-chloroimidazo[1,5-a]pyrazin-3-yl)morpholine-4-carboxylate [Si](C1=CC=CC=C1)(C1=CC=CC=C1)(C(C)(C)C)OC[C@@H]1CO[C@H](CN1C(=O)OC(C)(C)C)C1=NC=C2N1C=CN=C2Cl